(2-(((2R,3S,4R,5R)-5-(6-chloro-4-(cyclopentylamino)-1H-pyrazolo[3,4-d]pyrimidin-1-yl)-3,4-dihydroxytetrahydrofuran-2-yl)methoxy)-1-(N-methylacetamido)propan-2-yl)phosphonic acid ClC1=NC(=C2C(=N1)N(N=C2)[C@H]2[C@@H]([C@@H]([C@H](O2)COC(CN(C(C)=O)C)(C)P(O)(O)=O)O)O)NC2CCCC2